C1CC12CN(CC2)CCNC(C2=CC(=C(C=C2)F)NC2=NN(C1=NC(=NC=C12)NC=1C=NN(C1)C)C)=O N-(2-(5-azaspiro[2.4]heptan-5-yl)ethyl)-4-fluoro-3-((1-methyl-6-((1-methyl-1H-pyrazol-4-yl)amino)-1H-pyrazolo[3,4-d]pyrimidin-3-yl)amino)benzamide